NC1=CC(=C(C(=N1)C)Cl)SC=1C=2N(C(=NC1)N1CCC3([C@@H](COC3)N)CC1)C=CN2 (S)-8-(8-((6-amino-3-chloro-2-methyl-pyridin-4-yl)thio)imidazo[1,2-c]pyrimidin-5-yl)-2-oxa-8-azaspiro[4.5]decan-4-amine